5-(tert-butyl)-4-hydroxy-11-(2-methoxyethoxy)-2-oxo-1,2,5,6-tetrahydroindolo[1,2-h][1,7]naphthyridine-3-carboxylic acid C(C)(C)(C)C1C=2C(=C(C(NC2C=2N(C1)C=1C=CC=C(C1C2)OCCOC)=O)C(=O)O)O